(PYRIDIN-2-YL)AMIN N1=C(C=CC=C1)N